C(C)(C)(C)OC(C(CC)N1C(C=C(C(=C1)OC)C1=C(C=CC(=C1)Cl)N1N=NC(=C1)Cl)=O)=O {4-[5-chloro-2-(4-chloro-1H-1,2,3-triazol-1-yl)phenyl]-5-methoxy-2-oxopyridin-1(2H)-yl}butanoic acid tert-butyl ester